ClC=1C=2N(C=CC1)N=C(C2)[C@H]2N(CCC1=C2N=CN1)C(=O)C=1OC(=NN1)C=1C=NN(C1)C(F)(F)F (S)-(4-(4-chloropyrazolo[1,5-a]pyridin-2-yl)-6,7-dihydro-1H-imidazo[4,5-c]pyridin-5(4H)-yl)(5-(1-(trifluoromethyl)-1H-pyrazol-4-yl)-1,3,4-oxadiazol-2-yl)methanone